N(=[N+]=[N-])CCCCOC1=C(C=C(\C=C/2\C(C(=C(S2)NC2=CC=CC=C2)C(=O)OCC)=O)C=C1)O ethyl (Z)-5-(4-(4-azidobutoxy)-3-hydroxybenzylidene)-4-oxo-2-(phenylamino)-4,5-dihydrothiophene-3-carboxylate